5-FLUORO-N-(4-(1-(2-((2-HYDROXY-2-METHYL-PROPYL)AMINO)-2-OXOACETYL)PIPERIDIN-4-YL)PHENYL)ISOINDOLINE-2-CARBOXAMIDE FC=1C=C2CN(CC2=CC1)C(=O)NC1=CC=C(C=C1)C1CCN(CC1)C(C(=O)NCC(C)(C)O)=O